ClC=1C=C(C=C(C1)C1=NC=NC=C1)C1COCCN1C(C=C)=O 1-(3-(3-chloro-5-(pyrimidin-4-yl)phenyl)morpholino)prop-2-en-1-one